Di-i-butyl 2-Chlorophenyl phosphate P(=O)(OCC(C)C)(OCC(C)C)OC1=C(C=CC=C1)Cl